3-[(3-fluoro-2-methoxyphenyl)amino]-2-[2-(methylsulfanyl)pyrido[3,2-d]pyrimidin-8-yl]-1H,5H,6H,7H-pyrrolo[3,2-c]pyridin-4-one FC=1C(=C(C=CC1)NC1=C(NC2=C1C(NCC2)=O)C2=CC=NC1=C2N=C(N=C1)SC)OC